4-(6-acetylpyridin-2-yl)benzaldehyde C(C)(=O)C1=CC=CC(=N1)C1=CC=C(C=O)C=C1